[C@H]12CC(C[C@H](CC1)N2)NC([O-])=O [(1R,5S)-8-azabicyclo[3.2.1]octan-3-yl]carbamate